FC(C1=NC(=CC(=N1)NC1=NC=C(C(=C1)OC)C=1C=NN(C1)CCNC)N)F 2-(difluoromethyl)-N4-(4-methoxy-5-(1-(2-(methylamino)ethyl)-1H-pyrazol-4-yl)pyridin-2-yl)pyrimidine-4,6-diamine